BrC1=NN=C(S1)C(=O)N 5-bromo-1,3,4-thiadiazole-2-carboxamide